3-(5-fluoro-2-methylphenyl)-4-oxo-2-(pyridin-3-ylamino)-3,4-dihydroquinazoline-6-carbonitrile FC=1C=CC(=C(C1)N1C(=NC2=CC=C(C=C2C1=O)C#N)NC=1C=NC=CC1)C